C[C@@H]1N(CCC1)C(=O)O[C@H]1C[C@H](CC1)C1=CC(=NN1)NC(CC=1OC(=CN1)C)=O (1R,3S)-3-(3-{[(5-methyl-1,3-oxazol-2-yl)acetyl]-amino}-1H-pyrazol-5-yl)-cyclopentyl (2S)-2-meth-ylpyrrolidine-1-carboxylate